2-oxo-2H-benzopyran-3-thiocarboxylic acid O=C1OC2=C(C=C1C(O)=S)C=CC=C2